C(C)(C)C1=CC=C(C(=O)NN)C=C1 4-isopropylbenzohydrazide